azobismuth N(=N[Bi])[Bi]